NC1=CC=C(C=C1)C=1C(=CC(N(N1)C)=O)C 6-(4-aminophenyl)-2,5-dimethylpyridazin-3(2H)-one